CC=1N=C(NC1)OC1=CC=C(C#N)C=C1 4-(4-methyl-1H-imidazol-2-yloxy)benzonitrile